3-((3-Chlorophenyl)diazenyl)-3-methyl-2,3-dihydro-4H-benzo[4,5]imidazo[2,1-b][1,3]thiazin-4-one ClC=1C=C(C=CC1)N=NC1(C(N2C(SC1)=NC1=C2C=CC=C1)=O)C